3-(3-((6-(3-chlorophenoxy)pyridin-3-yl)methyl)isoxazol-5-yl)pyridin-2-amine ClC=1C=C(OC2=CC=C(C=N2)CC2=NOC(=C2)C=2C(=NC=CC2)N)C=CC1